(4-(1H-pyrazol-4-yl)phenyl)-6-hydroxyspiro[indoline-2,3'-pyrrolidine]-2'-one N1N=CC(=C1)C1=CC=C(C=C1)N1C(C2(CC1)NC1=CC(=CC=C1C2)O)=O